FC=1C=C(C=CC1)C(C)O 1-(3-fluorophenyl)-1-ethanol